ClC=1N=C(C2=C(N1)NC=C2)C=2N=NN(C2)CC2=CC=CC(=N2)C(C)(C)O 2-(6-((4-(2-Chloro-7H-pyrrolo[2,3-d]pyrimidin-4-yl)-1H-1,2,3-triazole-1-yl)methyl)pyridin-2-yl)propan-2-ol